C[N+](CC)(C)C1=CC=CC=C1 N,N-dimethyl-N-ethylphenylammonium